FC=1C(=C(C=CC1F)[C@H]1[C@@H](O[C@]([C@H]1OC)(C(F)(F)F)C)C(=O)NC1=CC(=NC=C1)C(=O)N)OC 4-((2R,3R,4S,5R)-3-(3,4-difluoro-2-methoxyphenyl)-4-methoxy-5-methyl-5-(trifluoromethyl)tetrahydrofuran-2-carboxamido)picolinamide